isooctyl cyclohexane-1,4-dicarboxylate C1(CCC(CC1)C(=O)[O-])C(=O)OCCCCCC(C)C